7-methyl-2-(4-(trifluoromethyl)pyridin-2-yl)-2,8-diazaspiro[4.5]decan-3-one hydrochloride Cl.CC1CC2(CC(N(C2)C2=NC=CC(=C2)C(F)(F)F)=O)CCN1